CC1=C(C(=CC(=C1)C)C)[N+]#[C-] 2,4,6-trimethylphenylisocyanide